p-((2-bromoethyl)sulfonamido)-L-phenylalanine BrCCS(=O)(=O)NC1=CC=C(C[C@H](N)C(=O)O)C=C1